1-(tert-butyl)-N-(4-(5-propyl-1,3,4-oxadiazol-2-yl)phenethyl)-4-(3-(trifluoromethyl)phenoxy)-1H-pyrazole-5-carboxamide C(C)(C)(C)N1N=CC(=C1C(=O)NCCC1=CC=C(C=C1)C=1OC(=NN1)CCC)OC1=CC(=CC=C1)C(F)(F)F